4-(2-(4-((3-Chloro-4-(trifluoromethoxy)benzyl)amino)butoxy)ethoxy)-1H-pyrazolo[4,3-c]quinoline-7-carboxylic acid ClC=1C=C(CNCCCCOCCOC2=NC=3C=C(C=CC3C3=C2C=NN3)C(=O)O)C=CC1OC(F)(F)F